allyl trans-2-methyl-2-butenoate C/C=C(\C)/C(=O)OCC=C